FC(C=1OC(=NN1)C1=CC(=C(C=C1)CN1N=NC(=C1)C1=CC=C2C(=CNC2=C1)CN1CCC(CC1)C)F)F 2-(difluoromethyl)-5-(3-fluoro-4-((4-(3-((4-methylpiperidin-1-yl)methyl)-1H-indol-6-yl)-1H-1,2,3-triazol-1-yl)methyl)phenyl)-1,3,4-oxadiazole